C(CCC)C1=NC2(C(N1CC1=CC(=C(C=C1)C1=C(C=CC=C1)S(=O)(=O)NC1=NOC(=C1Cl)C1CC1)COCC)=O)CCCC2 2-[4-[(2-Butyl-4-oxo-1,3-diazaspiro[4.4]non-1-en-3-yl)methyl]-2-(ethoxymethyl)Phenyl]-N-(4-chloro-5-cyclopropyl-isoxazol-3-yl)benzenesulfonamide